S1C=NC=C1C1=NN=C2N1N=C(C=C2)C=2C=C(N)C=CC2 3-(3-(thiazol-5-yl)-[1,2,4]triazolo[4,3-b]pyridazin-6-yl)aniline